NC=1C=C(C=C(C1)C(F)(F)F)[C@@H](C)NC=1C2=C(N=C(N1)C)N=C(C(=C2)C(=O)N(C)C)N2CC(CC2)O 4-((R)-1-(3-amino-5-(trifluoromethyl)phenyl)ethylamino)-7-(3-hydroxypyrrolidin-1-yl)-N,N,2-trimethylpyrido[2,3-d]pyrimidine-6-carboxamide